C(C)(=O)N[C@@H]1[C@H]([C@H]([C@H](O[C@H]1OCCCCC(NCCCCCC=O)=O)COC(C1=CC=CC=C1)=O)OC(C1=CC=CC=C1)=O)OC(C1=CC=CC=C1)=O [(2R,3R,4R,5R,6R)-5-acetamido-3,4-dibenzoyloxy-6-[5-oxo-5-(6-oxohexylamino)pentoxy]tetrahydropyran-2-yl]methylbenzoate